C(C=C)C1=CC(=C(C=C1)O)OC(C)(C)C 4-allyl-2-t-butoxyphenol